C(=S)=N[N+]#[C-] thiocarbonylamino isonitrile